N[C@@H]1[C@@H](N(CC1)C(=O)OCC1=CC=CC=C1)CO[C@@H]1CC[C@@H](CC1)C1=CC=CC=C1 Benzyl (2R,3S)-3-amino-2-((((CIS)-4-phenylcyclohexyl)oxy)methyl)pyrrolidine-1-carboxylate